CC1=C(OC2=C1C=C(C=C2)S(N(CCC2=CC=CC=C2)CC2=C(C=CC=C2)N2CCN(CC2)C(C)=O)(=O)=O)C(=O)O 3-Methyl-5-(N-(2-(4-acetylpiperazin-1-yl)benzyl)-N-phenethylsulfamoyl)benzofuran-2-carboxylic acid